C[N-]C.C[N-]C.C[N-]C.C[N-]C.[Mo+4] molybdenum tetra(dimethylamide)